C(O)(=O)OCCOCCOCCO triethylene glycol e-carbonate